ClC1=CC=C(C=C1)NC=1C(N(C(C1)=O)C1C(NC(CC1)=O)=O)=O 3-(3-((4-chlorophenyl)amino)-2,5-dioxo-2,5-dihydro-1H-pyrrol-1-yl)piperidine-2,6-dione